COC1=C(C=CC(=C1)OC)C1=NC=CC(=N1)C1=C(C=C(C=C1)OC)OC 2,4-bis(2,4-dimethoxyphenyl)pyrimidine